dimethyl-amino-p-cresol CC1=C(C(=C(C(=C1)O)N)C)C